N-((1,2,3,5,6,7-hexahydro-s-indacen-4-yl)carbamoyl)-4-hydroxy-4-methyl-4,5,6,7-tetrahydrobenzofuran-2-sulfonamide C1CCC2=C(C=3CCCC3C=C12)NC(=O)NS(=O)(=O)C=1OC2=C(C1)C(CCC2)(C)O